ethyl (S)-5-(6-(3-ethylmorpholino)-4-(4-(methylsulfonyl)tetrahydro-2H-pyran-4-yl)pyridin-2-yl)-1H-pyrrolo[3,2-b]pyridine-2-carboxylate C(C)[C@H]1COCCN1C1=CC(=CC(=N1)C1=CC=C2C(=N1)C=C(N2)C(=O)OCC)C2(CCOCC2)S(=O)(=O)C